C12C(CCCC1)C(=O)OC2=O 1,2-cyclohexane-dicarboxylic anhydride